chromium(II) nitrate [N+](=O)([O-])[O-].[Cr+2].[N+](=O)([O-])[O-]